CC1=C(OC2=CC=C(C=C2C1=O)C)C1=CC2=CN(N=C2C=C1)C 3,6-dimethyl-2-(2-methylindazol-5-yl)-chromen-4-one